Pterocarpan C1=CC=CC=2OC[C@H]3C4=CC=CC=C4O[C@H]3C12